3-(Cyclopropylmethyl)-2,4,5-trioxoimidazolidin C1(CC1)CN1C(NC(C1=O)=O)=O